(cis)-4-(6-((6-methoxy-2-methyl-1,2,3,4-tetrahydroisoquinolin-7-yl)amino)-3-methyl-1H-pyrazolo[3,4-d]pyrimidin-1-yl)cyclohexane-1-carboxylic acid COC=1C=C2CCN(CC2=CC1NC1=NC=C2C(=N1)N(N=C2C)[C@H]2CC[C@H](CC2)C(=O)O)C